O=C1NC(CCC1N1C(C2=CC=CC(=C2C1=O)NCC1CCC(CC1)N(C(OC(C)(C)C)=O)C)=O)=O tert-butyl N-[4-[[[2-(2,6-dioxo-3-piperidyl)-1,3-dioxo-isoindolin-4-yl]amino]methyl] cyclohexyl]-N-methyl-carbamate